(S)-N-(3-(3-(6-bromo-7-((1-(ethylsulfonyl)pyrrolidin-3-yl)amino)-1H-imidazo[4,5-b]pyridin-2-yl)-2,5-dimethyl-1H-pyrrol-1-yl)phenyl)methylsulfonamide BrC=1C(=C2C(=NC1)N=C(N2)C2=C(N(C(=C2)C)C=2C=C(C=CC2)CNS(=O)=O)C)N[C@@H]2CN(CC2)S(=O)(=O)CC